ethyl (S)-4-chloro-1-oxo-3-(1-((5-oxo-5,8-dihydropyrido[2,3-d]pyrimidin-4-yl) amino) ethyl)-2-phenyl-1,2-dihydroisoquinoline-8-carboxylate ClC1=C(N(C(C2=C(C=CC=C12)C(=O)OCC)=O)C1=CC=CC=C1)[C@H](C)NC=1C2=C(N=CN1)NC=CC2=O